N-(2-(6,7-difluoro-1H-indol-3-yl)ethyl)-N-ethylpropan-2-amine FC1=CC=C2C(=CNC2=C1F)CCN(C(C)C)CC